FC(C1=CC=C(C=C1)N1C2=C(CCC(C1)NCC(=O)OCC)C=CC=C2)(F)F ethyl (1-(4-(trifluoromethyl)phenyl)-2,3,4,5-tetrahydro-1H-benzo[b]azepin-3-yl)glycinate